[NH4+].C(CCCCCCCCCCCCC)(=O)N(C)CC(=O)[O-] myristoyl-sarcosine ammonium salt